N1=C(C=CC=C1)C1COC2=C3N1C(NC3=CC=C2)=O 4-pyridine-2-yl-4,5-dihydroimidazo[1,5,4-de][1,4]benzoxazine-2(1H)-one